methylvinyldi(N-methylacetamido)silane CC=C[SiH](N(C(C)=O)C)N(C(C)=O)C